FC1=CC=C(OC(C(=O)NC)(C)C)C=C1 2-(4-fluorophenoxy)-N,2-dimethylpropanamide